(Z)-3-chloro-N-(1-(3,4-dichlorobenzyl)-3-((3,5-dimethyl-1H-pyrrol-2-yl)methylene)-2-indolone-5-yl)benzamide ClC=1C=C(C(=O)NC=2C=C3/C(/C(N(C3=CC2)CC2=CC(=C(C=C2)Cl)Cl)=O)=C/C=2NC(=CC2C)C)C=CC1